N'-(5-methyl-2-pyrazinyl)urea CC=1N=CC(=NC1)NC(N)=O